[Te].[In] indium tellurium